C(C)OC(CNC(=O)C1=NC(=CN=C1O)C1=CC=C(C=C1)CC)=O (6-(4-ethylphenyl)-3-hydroxypyrazine-2-carbonyl)glycine ethyl ester